C(=O)(N)NN The molecule is a monocarboxylic acid amide that is urea where one of the amino groups has been replaced with hydrazine. It is a monocarboxylic acid amide, a one-carbon compound, a member of ureas and a carbohydrazide.